(7S)-7-((2S)-5-Chloro-6-fluoro-2-((2S)-4-hydroxypyrrolidin-2-yl)-2-phenyl-2,3-dihydrobenzofuran-4-yl)-6-fluoro-2-methyl-2,4-dihydrochromeno[3,4-c]pyrazole-8-carboxamide ClC=1C(=CC2=C(C[C@](O2)(C2=CC=CC=C2)[C@H]2NCC(C2)O)C1C=1C(=CC2=C(C1F)OCC1=NN(C=C12)C)C(=O)N)F